niobium oxyiodide O(I)I.[Nb]